C(C)(C)(C)OC(=O)N1CCC(CC1)C(C1=CC=CC=C1)C1=CC=C(C=C1)S(=O)(=O)C 4-[(4-methylsulfonylphenyl)-phenyl-methyl]Piperidine-1-carboxylic acid tert-butyl ester